FC1=CC=C(C=C1)C(=C1CCN(CC1)CCC=1N=NN(C1)S(=O)(=O)C1=CC2=C(OC(O2)(F)F)C=C1)C1=CC=C(C=C1)F 4-(Bis(4-fluorophenyl)methylene)-1-(2-(1-((2,2-difluorobenzo-[d][1,3]dioxol-5-yl)sulfonyl)-1H-1,2,3-triazol-4-yl)ethyl)piperidine